dimethylaminomorpholinium CN(C)[NH+]1CCOCC1